COC1=NC(=NN2C1=C(C=C2)C=2C=CC1=C(N(N=N1)C)C2)NC2CC(C2)(C(=O)N(C)C)C 3-((4-Methoxy-5-(1-methyl-1H-benzo[d][1,2,3]triazol-6-yl)pyrrolo[2,1-f][1,2,4]triazin-2-yl)amino)-N,N,1-trimethylcyclobutane-1-carboxamide